COC=1C=C2C(=NC1C1=C3CC(CC3=CC=C1)O)C(=NN2)C=2C=NC(=CC2)OC2COCC2 4-(6-methoxy-3-(6-((tetrahydrofuran-3-yl)oxy)pyridin-3-yl)-1H-pyrazolo[4,3-b]pyridin-5-yl)-2,3-dihydro-1H-inden-2-ol